C(#N)C1=CC=C(C=C1)CC(=O)NC1=CC=C(C=C1)C1=NC=NC2=CC(=C(C=C12)OC)OCCCN1CCN(CC1)C 2-(4-cyanophenyl)-N-(4-(6-methoxy-7-(3-(4-methylpiperazin-1-yl)propoxy)quinazolin-4-yl)phenyl)acetamide